CC1(CCC(CC1)C=O)C(=O)OC methyl (1s,4s)-methyl-4-formylcyclohexanecarboxylate